ClC=1C=C(C2=C(OC3=C2C=CC=C3)C1)C1=CC(=CC=3C2=CC(=CC=C2NC13)C1=C(C=CC=C1C)C)C1=C(C=CC=C1C)C 1-(3-chlorodibenzo[b,d]furan-1-yl)-3,6-bis(2,6-dimethylphenyl)-9H-carbazole